monochlorosulfamate sodium [Na+].ClNS([O-])(=O)=O